C(CCC)C1C(OC=CC1=O)=O Butyl-pyran-2,4-dion